Cl.N1=CN=C2NC=NC2=C1N1CCSC(=C1)C(=O)N1C[C@@H](CC1)N (R)-(4-(9H-purin-6-yl)-3,4-dihydro-2H-1,4-thiazin-6-yl)(3-aminopyrrolidin-1-yl)methanone hydrochloride